Picolinylazide N1=C(C=CC=C1)CN=[N+]=[N-]